CN1C(CC(CC1(C)C)OC(CCCCCCCCC(=O)OC1CC(N(C(C1)(C)C)C)(C)C)=O)(C)C decanedioic acid bis(1,2,2,6,6-pentamethyl-4-piperidyl) ester